BrC1=NN2C(NC=3C(=C2)CN(C3)C(C)C)=C1 2-bromo-6-(propan-2-yl)-6,7-dihydro-4H-pyrazolo[1,5-a]pyrrolo[3,4-d]pyrimidine